FC=1C(=C(C=CC1)NC1=C(NC2=C1C(NCC2)=O)C2=C(C=NC=C2)C#C[C@@]2(N(CCC2)C(C=C)=O)C)OC 3-[(3-fluoro-2-methoxyphenyl)amino]-2-(3-{2-[(2R)-2-methyl-1-(prop-2-enoyl)pyrrolidin-2-yl]ethynyl}pyridin-4-yl)-1H,5H,6H,7H-pyrrolo[3,2-c]pyridin-4-one